4-(4-(((1-(dimethylamino)cyclobutyl)methyl)(methyl)amino)-8-fluoro-2-(((2R,7aS)-2-fluorotetrahydro-1H-pyrrolizin-7a(5H)-yl)methoxy)pyrido[4,3-d]pyrimidin-7-yl)naphthalen-2-ol CN(C1(CCC1)CN(C=1C2=C(N=C(N1)OC[C@]13CCCN3C[C@@H](C1)F)C(=C(N=C2)C2=CC(=CC1=CC=CC=C21)O)F)C)C